COC1=NC=CC(=C1)C=1C=CC(=C(C1)O)C1=NC=C(N=C1)OC1C[C@@H]2[C@@H](CNC2)C1 5-(2-methoxypyridin-4-yl)-2-(5-(((3aR,5s,6aS)-octahydrocyclopenta[c]pyrrol-5-yl)oxy)pyrazin-2-yl)phenol